3-ethoxy-3-oxopropanamide C(C)OC(CC(=O)N)=O